FC1=CC=C(C=C2C(N(C(S2)=NN=C2C(NC3=CC=C(C=C23)F)=O)C2=CC=C(C=C2)C(C)(C)C)=O)C=C1 3-(2-(5-(4-fluorobenzylidene)-3-(4-tert-butylphenyl)-4-oxothiazolidin-2-ylidene)hydrazono)-5-fluoroindol-2-one